C(C)(C)(C)OC(=O)C=1N=NN(C1)C[C@@H](CC(C(=O)OC(C)(C)C)(C(=O)OC(C)(C)C)C=1N=NC(=CC1)NC(CC1=NC(=CC(=C1)OC1CC(C1)(F)F)C)=O)F di-tert-butyl (R)-2-(3-(4-(tert-butoxycarbonyl)-1H-1,2,3-triazol-1-yl)-2-fluoropropyl)-2-(6-(2-(4-(3,3-difluorocyclobutoxy)-6-methylpyridin-2-yl)acetamido)pyridazin-3-yl)malonate